4'-sulfonylbiphenyl S(=O)(=O)=C1CC=C(C=C1)C1=CC=CC=C1